CC1=C(C=NN1C1CC2(C1)CCN(CC2)C2COC2)C=2C=C(C=1N(C2)N=CC1C#N)O[C@H](C)C1=NC=CC=C1 6-[5-Methyl-1-[7-(oxetan-3-yl)-7-azaspiro[3.5]nonan-2-yl]pyrazol-4-yl]-4-[(1R)-1-(2-pyridyl)ethoxy]pyrazolo[1,5-a]pyridine-3-carbonitrile